FC(C(=O)[O-])(F)F.C(C)C=1NC=C[N+]1C ethyl-3-methylimidazolium trifluoroacetate